ClC1=NC(=NC(=N1)C1=CC=CC=C1)C(CN)(CN)C1=NC(=NC(=N1)Cl)C1=CC=CC=C1 bis(4-chloro-6-phenyl-1,3,5-triazin-2-yl)propane-1,3-diamine